(2S,3R)-2-amino-1-(2-oxa-7-azaspiro[3.5]nonan-7-yl)-3-((tetrahydro-2H-pyran-4-yl)methoxy)butan-1-one N[C@H](C(=O)N1CCC2(COC2)CC1)[C@@H](C)OCC1CCOCC1